C1(=CC=CC=C1)C(C)(C1=CC=C(C=C1)O)C1=CC=C(C=C1)O 1-phenyl-bis(4-hydroxyphenyl)ethane